tert-butyl 4-(3-((1s,4r)-4-(3-bromo-2-methylphenoxy)cyclohexyl)propyl)piperidine-1-carboxylate BrC=1C(=C(OC2CCC(CC2)CCCC2CCN(CC2)C(=O)OC(C)(C)C)C=CC1)C